OC(C(=O)C1=CC=CC=C1)(C)C 2-hydroxyl-2-methyl-1-Phenyl-1-propanone